1,1-bis(diazoacetyl)-2-phenylethane [N+](=[N-])=CC(=O)C(CC1=CC=CC=C1)C(C=[N+]=[N-])=O